4-(2-azidoethyl)-1-ethylpiperidine-4-carbonitrile N(=[N+]=[N-])CCC1(CCN(CC1)CC)C#N